(S)-3-chloro-N1-{2-methyl-4-[1,2,2,2-tetrafluoro-1-(trifluoromethyl)-ethyl]phenyl}-N2-(1-methyl-2-methylsulphonylethyl)phthalamide ClC1=C(C(C(=O)NC2=C(C=C(C=C2)C(C(F)(F)F)(C(F)(F)F)F)C)=CC=C1)C(=O)N[C@H](CS(=O)(=O)C)C